OC(COC1=CC(=NC=C1)C=1N=C(C2=C(N1)CCC2)N(CC(=O)NC(C)C)C)(C)C 2-({2-[4-(2-hydroxy-2-methylpropoxy)pyridin-2-yl]-5H,6H,7H-cyclopenta[d]pyrimidin-4-yl}(methyl)amino)-N-(propan-2-yl)acetamide